1-Methyl-4-phenoxy-1H-imidazole CN1C=NC(=C1)OC1=CC=CC=C1